N1=C(C=CC=C1)CNC(=O)C=1N=NN(C1)CCCCN1N=NC(=C1)NC(CC1=CC(=CC=C1)OC(F)(F)F)=O N-(pyridin-2-ylmethyl)-1-[4-(4-{2-[3-(trifluoromethoxy)phenyl]acetamido}-1H-1,2,3-triazol-1-yl)butyl]-1H-1,2,3-triazole-4-carboxamide